ClCC=1C=NN(C1)CC 4-(chloromethyl)-1-ethyl-1H-pyrazole